O1C2=C(OCC1)C=C(C=C2)[C@H]([C@@H](CN2CCCCC2)NC(=O)C2CN(CC2)C2=CC=C(C=C2)F)O N-((1R,2R)-1-(2,3-dihydrobenzo[b][1,4]dioxin-6-yl)-1-hydroxy-3-(piperidin-1-yl)propan-2-yl)-1-(4-fluorophenyl)pyrrolidine-3-carboxamide